C(C)N1CCCC2=CC=C(C=C12)O 1-ethyl-1,2,3,4-tetrahydroquinolin-7-ol